CN1C(C2C3C=CC(C2CC1)C3)=O 4-methyl-4-aza-tricyclo[6.2.1.02,7]-9-undecene-3-one